(14S)-8-tert-butyl-12,12-dimethyl-17-(prop-2-en-1-yl)-2λ6-thia-3,9,11,18,23-pentaazatetracyclo[17.3.1.111,14.05,10]tetracosa-1(23),5(10),6,8,19,21-hexaene-2,2,4-trione C(C)(C)(C)C=1C=CC=2C(NS(C=3C=CC=C(NC(CC[C@H]4CC(N(C2N1)C4)(C)C)CC=C)N3)(=O)=O)=O